(R)-6-((2-Hydroxyethyl)sulfonamido)-N-(6-methyl-2-(2-methylmorpholino)pyrimidin-4-yl)-2-(6-azaspiro[2.5]octan-6-yl)nicotinamide OCCS(=O)(=O)NC1=NC(=C(C(=O)NC2=NC(=NC(=C2)C)N2C[C@H](OCC2)C)C=C1)N1CCC2(CC2)CC1